C(C)(C)(C)OC(=O)N1C(CNCCC1)CC(=O)OCC (2-ethoxy-2-oxoethyl)-1,4-diazepan-1-carboxylic acid tert-butyl ester